1-amino-2-(azepan-2-yl)-4-(4-((4-ethylpyridin-2-yl)carbamoyl)phenyl)-1H-imidazole-5-carboxamide NN1C(=NC(=C1C(=O)N)C1=CC=C(C=C1)C(NC1=NC=CC(=C1)CC)=O)C1NCCCCC1